7-amino-6-fluoro-8-nitro-2-(pyridin-3-yl)-4H-chromen-4-one NC1=C(C=C2C(C=C(OC2=C1[N+](=O)[O-])C=1C=NC=CC1)=O)F